tert-butyl (6-methoxypyridin-3-yl)carbamate COC1=CC=C(C=N1)NC(OC(C)(C)C)=O